NC=1N(C=CN1)C1=CC=C(C=C1)\C=C/1\C(=C(C2=CC(=CC=C12)F)CC(=O)O)C 2-[(1Z)-1-{[4-(2-Amino-1H-imidazol-1-yl)phenyl]methylidene}-5-fluoro-2-methyl-1H-inden-3-yl]acetic acid